FC(C(=O)NC1=CC=C(C=C1)C)F 2,2-difluoro-N-(p-tolyl)acetamide